1-(4-amino-2-methoxypyridin-3-yl)ethan-1-one NC1=C(C(=NC=C1)OC)C(C)=O